ClC1=NC=C(C(=N1)N(C(OC(C)(C)C)=O)CC1=C(C=C(C=C1)OC)OC)COC1=CC=C(C=C1)C(C)(C)C1=CC(=C(C(=C1)C#N)OCCCl)Cl tert-butyl N-[2-chloro-5-[[4-[1-[3-chloro-4-(2-chloroethoxy)-5-cyano-phenyl]-1-methyl-ethyl]phenoxy]methyl]pyrimidin-4-yl]-N-[(2,4-dimethoxyphenyl)methyl]carbamate